2-Chloro-4-(3-hydroxy-3-methylpiperidin-1-yl)-6,7-dihydropyrido[3,4-d]pyrimidin-8(5H)-one 2,2,2-trifluoroacetate FC(C(=O)O)(F)F.ClC=1N=C(C2=C(N1)C(NCC2)=O)N2CC(CCC2)(C)O